3-(4-methoxy-1-piperidinyl)-1-methyl-pyrazole-4-carboxylic acid ethyl ester C(C)OC(=O)C=1C(=NN(C1)C)N1CCC(CC1)OC